C(C)(=O)O[C@@]1([C@H](O[C@H]([C@@H]1OC(C)=O)N1C=C(C2=C(C=CC=C12)Cl)I)COC(C1=CC=CC=C1)=O)C (2R,3R,4R,5R)-2-((benzoyloxy)methyl)-5-(4-chloro-3-iodo-1H-indol-1-yl)-3-methyltetrahydrofuran-3,4-diyl diacetate